CC1(NC2=CC=CC=C2C(C1(C)C)C)C 2,2,3,3,4-pentamethyl-1,2,3,4-tetrahydroquinoline